6-fluoro-2-methyl-2H-indazol-5-amine FC=1C(=CC2=CN(N=C2C1)C)N